Cl.ClC=1C=C(C=NC1N1CCNCC1)NS(=O)(=O)C N-(5-chloro-6-piperazin-1-yl-3-pyridyl)methanesulfonamide hydrochloride